CN(CCNC=1N=C(C2=C(N1)C=NC(=C2)N2CCCC2)N[C@H](C)C2=CC(=CC(=C2)C(F)(F)F)[N+](=O)[O-])C (R)-N2-(2-(dimethylamino)ethyl)-N4-(1-(3-nitro-5-(trifluoromethyl)phenyl)ethyl)-6-(pyrrolidin-1-yl)pyrido[3,4-d]pyrimidine-2,4-diamine